methyl 3-[(6-ethyl-5,7-dihydropyrrolo[3,4-b]pyridin-3-yl)amino]-5-(methylamino)-6-(3-methylimidazo[4,5-c]pyridin-7-yl)pyrazine-2-carboxylate C(C)N1CC2=NC=C(C=C2C1)NC=1C(=NC(=C(N1)NC)C=1C2=C(C=NC1)N(C=N2)C)C(=O)OC